[Co].C1(CCCC1)NC1CCC(CC1)=O 4-(cyclopentylamino)cyclohexanone Cobalt